FC(C(=O)O)(F)F.FC(C(=O)O)(F)F.C1(=CC(=CC=C1)[C@H]1C[C@@H](NC1)C(=O)N[C@H](C(=O)NCC=1C(=NC(=CC1)N)C)C)C1=CC=CC=C1 (2R,4R)-4-([1,1'-Biphenyl]-3-yl)-N-((S)-1-(((6-amino-2-methylpyridin-3-yl)methyl)amino)-1-oxopropan-2-yl)pyrrolidine-2-carboxamide Di-trifluoroacetate salt